FC(CS(=O)(=O)OCC)F ethyl 2,2-difluoroethanesulfonate